5-hydroxy-2,2,6,6-tetra-methyl-2H-pyran-3(6H)-one OC1=CC(C(OC1(C)C)(C)C)=O